O[C@@]1([C@@H](CC[C@H](C1)C)C(C)C)C(=O)NCCC1=C(NC2=CC=CC=C12)C (1s,2s,5r)-1-hydroxy-2-isopropyl-5-methyl-N-[2-(2-methyl-1H-indol-3-yl)ethyl]cyclohexanecarboxamide